P(=O)(OC=C)(OC=C)OC=C trivinyl phosphate